tert-Butyl 4-((4-((1H-imidazol-2-yl)methyl)-2-(4-(methoxycarbonyl)phenyl)piperazin-1-yl)methyl)-5-methoxy-7-methyl-1H-indole-1-carboxylate N1C(=NC=C1)CN1CC(N(CC1)CC1=C2C=CN(C2=C(C=C1OC)C)C(=O)OC(C)(C)C)C1=CC=C(C=C1)C(=O)OC